BrC=1C=C2C(=NC1)C1=NC(=CC=C1C21C2=CC=CC=C2C=2C=CC=CC12)C1=CC=CC=C1 7-bromo-2-phenylspiro[cyclopenta[2,1-b:3,4-b']dipyridine-5,9'-fluorene]